(E)-1-(2-Hydroxy-4-methoxyphenyl)-3-(4-methoxyphenyl)(1,2,3-13C3)prop-2-en-1-one OC1=C(C=CC(=C1)OC)[13C](\[13CH]=[13CH]\C1=CC=C(C=C1)OC)=O